[(2R,4S)-4-(1H-pyrazol-1-ylmethyl)-pyrrolidin-2-yl]methyloxyl-7-oxo-6-(sulfooxy)-1,6-diazabicyclo[3.2.1]octane-2-carboxamide N1(N=CC=C1)C[C@H]1C[C@@H](NC1)COC1(N2C(N(C(CC1)C2)OS(=O)(=O)O)=O)C(=O)N